2-Methyl-2H-pyrazole-3-carboxylic acid-(2-methyl-4-o-tolyl-azophenyl)-amide CC1=CC=CC=C1N=NC2=CC(=C(C=C2)NC(=O)C3=CC=NN3C)C